C12(CNCC2C1)N1N=CC(=C1)C=1C=NC=2C=CN3C(C2C1)=NC(=C3C)C3=C(C=CC=C3Cl)Cl 9-(1-(3-Azabicyclo[3.1.0]hexan-1-yl)-1H-pyrazol-4-yl)-2-(2,6-dichlorophenyl)-3-methylimidazo[2,1-f][1,6]naphthyridine